bromobutanamide BrC(C(=O)N)CC